ClC=1C=CC2=C(CC(O2)C(=O)N[C@@H]2CC[C@H](CC2)NC(OC(C)(C)C)=O)C1 trans-tert-butyl (4-(5-chloro-2,3-dihydrobenzofuran-2-carboxamido)cyclohexyl)carbamate